tert-butyl 3-(4-bromo-1-oxo-isoindolin-2-yl)azetidine-1-carboxylate BrC1=C2CN(C(C2=CC=C1)=O)C1CN(C1)C(=O)OC(C)(C)C